FC=1C=CC=C2C3=CC=CC(C[C@]4(C[C@H](CC4)NS(=O)(=O)C4COCC4)C=4OC=C(COC12)N4)=C3 N-[(1'S,14R)-6-fluorospiro[8,12-dioxa-21-azatetracyclo[14.3.1.110,13.02,7]henicosa-1(19),2,4,6,10,13(21),16(20),17-octaene-14,3'-cyclopentane]-1'-yl]tetrahydrofuran-3-sulfonamide